2-((2-((4-amino-2-methoxyphenyl)amino)-5-chloropyrimidin-4-yl)amino)-N-methylbenzamide NC1=CC(=C(C=C1)NC1=NC=C(C(=N1)NC1=C(C(=O)NC)C=CC=C1)Cl)OC